5,5'-methylenebis(2-methoxy-4-propylphenol) C(C=1C(=CC(=C(C1)O)OC)CCC)C=1C(=CC(=C(C1)O)OC)CCC